3,5-dimethoxyphenyl-acetonitril COC=1C=C(C=C(C1)OC)CC#N